C(#N)N1NN=C(C(=N1)C=1OC=CC1)C#N 3,6-dicyano-5-(2-furyl)-1,2,4-triazazine